5-((4-(pentan-3-ylamino)-5-(trifluoromethyl)pyrimidin-2-yl)amino)benzo[c][1,2]oxaborol-1(3H)-ol CCC(CC)NC1=NC(=NC=C1C(F)(F)F)NC1=CC2=C(B(OC2)O)C=C1